4-(2-cyano-5-isobutyl-phenyl)-1,4-diazacycloheptane-1-carboxylic acid tert-butyl ester C(C)(C)(C)OC(=O)N1CCN(CCC1)C1=C(C=CC(=C1)CC(C)C)C#N